FC(S(=O)(=O)OC1=NN2C(C=CC(=C2)C#N)=C1CC)(F)F 6-cyano-3-ethylpyrazolo[1,5-a]pyridin-2-yl trifluoromethanesulfonate